perfluorohexyl-ethyldiethoxysilane FC(C(F)(F)F)(O[Si](OC(C(F)(F)F)(F)F)(C(C(F)(F)F)(F)F)C(C(C(C(C(C(F)(F)F)(F)F)(F)F)(F)F)(F)F)(F)F)F